ClC1=CC2=C(N=C(N=C2)N)C(=N1)NC(C)C 6-Chloro-N8-isopropylpyrido[3,4-d]pyrimidine-2,8-diamine